tert-butyl rac-(3S)-3-methyl-6-[2-[rac-(2R)-2-(dimethylamino)propyl]-1,3-benzothiazol-5-yl]-3,4-dihydro-2H-pyridine-1-carboxylate C[C@@H]1CN(C(=CC1)C=1C=CC2=C(N=C(S2)C[C@@H](C)N(C)C)C1)C(=O)OC(C)(C)C |r|